methyl 2-[3-[tert-butyl(methyl)carbamoyl]-1-(3,5-dichlorophenyl)-7-methoxy-5H-isochromeno[4,3-c]pyrazol-8-yl]-6-methoxy-pyridine-4-carboxylate C(C)(C)(C)N(C(=O)C=1C2=C(N(N1)C1=CC(=CC(=C1)Cl)Cl)C=1C=C(C(=CC1CO2)OC)C2=NC(=CC(=C2)C(=O)OC)OC)C